methyl 2-(5-(6,7-dichloro-3-(1H-pyrazol-4-yl)-1H-indol-2-yl)-1H-1,2,4-triazol-3-yl)acetate ClC1=CC=C2C(=C(NC2=C1Cl)C1=NC(=NN1)CC(=O)OC)C=1C=NNC1